C(C1=CC=CC=C1)[C@@H]1N(CCCC1)C1=CC(=CC(N1)=O)N1CCOCC1 (R)-6-(2-benzylpiperidin-1-yl)-4-morpholinopyridin-2(1H)-one